methyl (S)-2-[(S)-3-isobutyl-4-(o-nitrophenylsulfonyl)-2-oxo-1-piperazinyl]-4-methylvalerate C(C(C)C)[C@H]1C(N(CCN1S(=O)(=O)C1=C(C=CC=C1)[N+](=O)[O-])[C@H](C(=O)OC)CC(C)C)=O